BrC1=CC=CC(=N1)[C@H]1CC[C@H]2CC(N(C3=NC(=CC=C3C(NS(C3=CC=CC(N1)=N3)(=O)=O)=O)C(C)(C)C)C2)(C)C (14S,17R)-17-(6-bromopyridin-2-yl)-8-tert-butyl-12,12-dimethyl-2λ6-thia-3,9,11,18,23-pentaazatetracyclo[17.3.1.111,14.05,10]tetracosa-1(22),5,7,9,19(23),20-hexaene-2,2,4-trione